SC[C@@H](SCCSCCS)CSC[C@@H](SCCSCCS)CS (7R,11S)-7,11-bis(mercaptomethyl)-3,6,9,12,15-pentathiaheptadecane-1,17-dithiol